BrC1=C2CN(C(C2=CC(=C1)[N+](=O)[O-])=O)C1CC(CC1)C(=O)NC1=CC(=C(C=C1)C)OC 3-(4-bromo-6-nitro-1-oxoisoindolin-2-yl)-N-(3-methoxy-4-methylphenyl)cyclopentanecarboxamide